n-butyloctylmagnesium C(CCC)[Mg]CCCCCCCC